4-(4-pyridyl)-butyl chloride N1=CC=C(C=C1)CCCCCl